C(C)(=O)C1=CC=C(C=C1)C1=CC=2C(C3=CC(=CC=C3C2C=C1)C1=CC=C(C=C1)C(C)=O)(C1=CC2=CC=C(C=C2C=C1)OCC1=CC=C(C=C1)C=C)C1=CC2=CC=C(C=C2C=C1)OCC1=CC=C(C=C1)C=C 2,7-bis-(4-acetylphenyl)-9,9-bis(6-((4-vinylbenzyl)oxy)naphthalen-2-yl)-9H-fluorene